3,7,10,14-tetramethyleicosane CC(CC)CCCC(CCC(CCCC(CCCCCC)C)C)C